COC1=C(C=C2C=CC(OC2=C1)=O)\C=C\C1=CC=CC=C1 (E)-7-methoxy-2-oxo-6-styryl-2H-chromene